O1CCN(CC1)C(C[C@H](C(=O)N[C@@H](CCCC1=CC=CC=C1)B(O)O)NC=1OC=CN1)=O ((R)-1-((R)-4-morpholino-2-(oxazol-2-ylamino)-4-oxobutanamido)-4-phenylbutyl)boronic acid